1-Methyl-2-(6-trifluoromethoxy-benzothiazol-2-ylamino)-1H-benzoimidazole-5-carboxylic acid (5-hydroxy-pentyl)-amide OCCCCCNC(=O)C1=CC2=C(N(C(=N2)NC=2SC3=C(N2)C=CC(=C3)OC(F)(F)F)C)C=C1